C1(CCC1)NC(=O)C=1C2=C(N=C(N1)N1C=NC=C1)C=CN2 N-cyclobutyl-2-(1H-imidazol-1-yl)-5H-pyrrolo[3,2-d]pyrimidine-4-carboxamide